5-acetyl-2-amino-N-(isoquinolin-4-yl)benzamide C(C)(=O)C=1C=CC(=C(C(=O)NC2=CN=CC3=CC=CC=C23)C1)N